4-(4-phenylthiophen-2-yl)-4-oxobutyric acid methyl ester COC(CCC(=O)C=1SC=C(C1)C1=CC=CC=C1)=O